C(#N)C1=C(SC2=C1C(=NC=C2F)C=2C1=C(C=3C=NC(=NC3C2F)N2C[C@]3(C[C@H]3C2)N(C)C)COC1)NC(OC(C)(C)C)=O tert-Butyl (3-cyano-4-(3-((1R,5S)-1-(dimethylamino)-3-azabicyclo[3.1.0]hexan-3-yl)-5-fluoro-7,9-dihydrofuro[3,4-f]quinazolin-6-yl)-7-fluorothieno[3,2-c]pyridin-2-yl)carbamate